NC(CCC1CC1)(C1=CC=NC=C1)C=1C=CC(=C(C1)NC(=O)[C@@H]1NC[C@@H](C1)C)F (2R,4R)-N-(5-(1-amino-3-cyclopropyl-1-(pyridin-4-yl)propyl)-2-fluorophenyl)-4-methylpyrrolidine-2-carboxamide